BrCC(=O)[C@H]1CNC[C@H]1CC (3R,4S)-3-(2-bromoacetyl)-4-ethylpyrrolidine